5-(3,5-dimethoxy-4-isopropylphenyl)-2-phenyl-1,3,4-oxadiazole COC=1C=C(C=C(C1C(C)C)OC)C1=NN=C(O1)C1=CC=CC=C1